(E)-10-((2-(2,6-dioxopiperidin-3-yl)-1,3-dioxoisoindolin-5-yl)amino)-N-(4-(2-((4-(2-(3-methylbenzylidene)hydrazino)-6-morpholinopyrimidin-2-yl)oxy)ethyl)phenyl)decanamide O=C1NC(CCC1N1C(C2=CC=C(C=C2C1=O)NCCCCCCCCCC(=O)NC1=CC=C(C=C1)CCOC1=NC(=CC(=N1)N/N=C/C1=CC(=CC=C1)C)N1CCOCC1)=O)=O